6-fluoro-7-nitro-1,2,3,4-tetrahydroisoquinoline FC=1C=C2CCNCC2=CC1[N+](=O)[O-]